6-amino-1-[(3-fluorophenyl)methyl]-3,4-dihydroquinolin-2-one hydrochloride Cl.NC=1C=C2CCC(N(C2=CC1)CC1=CC(=CC=C1)F)=O